(4aS,9aR)-6-fluoro-2-methyl-2,3,4,4a,9,9a-hexahydroindeno[2,1-b][1,4]oxazine hydrochloride Cl.FC=1C=CC=2C[C@H]3OC(CN[C@H]3C2C1)C